COC1=C(C=CC=C1)C(O)(C=1NC2=CC=CC=C2C1C1=CC=CC=C1)C1=CC=C(C=C1)SC (2-methoxyphenyl)(4-(methylthio)phenyl)(3-phenyl-1H-indol-2-yl)methanol